5-ethenyl-3-methylpyrazolo[1,5-a]pyridine-7-carbonitrile C(=C)C1=CC=2N(C(=C1)C#N)N=CC2C